ClC1=CC=C(C=C1)C1=NOC(=N1)C12CC(C1)(C2)NC(=O)C2=CC(=NC=C2)C(CC)(S(=O)(=O)C)C N-[3-[3-(4-chlorophenyl)-1,2,4-oxadiazol-5-yl]-1-bicyclo[1.1.1]pentanyl]-2-(1-methyl-1-methylsulfonyl-propyl)pyridine-4-carboxamide